2'-(1'H,3H-spiro[2-benzofuran-1,4'-piperidin]-1'-yl)-5,7-dihydro-4'H-spiro[cyclopenta[b]pyridine-6,5'-[1,3]oxazol]-4'-one N1(CCC2(CC1)OCC1=C2C=CC=C1)C=1OC2(C(N1)=O)CC=1C(=NC=CC1)C2